C(C1=CC=CC=C1)OC1=C(C(=O)N(C2=CC=CC=C2)CC2=CC=C(C(=O)O)C=C2)C=C(C(=C1)OCC1=CC=CC=C1)C(C)C 4-((2,4-bis(benzyloxy)-5-isopropyl-N-phenylbenzamido)methyl)benzoic acid